(R)-1-(3-(4-amino-3-(4-phenoxyphenyl)-1H-pyrazolo[3,4-d]pyrimidin-1-yl)piperidin-1-yl)-4-(piperazin-1-yl)butan-1-one NC1=C2C(=NC=N1)N(N=C2C2=CC=C(C=C2)OC2=CC=CC=C2)[C@H]2CN(CCC2)C(CCCN2CCNCC2)=O